((3-(3-Phenoxybenzamido)-5-(trifluoromethyl)-phenyl)carbamoyl)(3-(pyridin-2-ylmethyl)-1,2,3-oxadiazol-3-ium-5-yl)amide O(C1=CC=CC=C1)C=1C=C(C(=O)NC=2C=C(C=C(C2)C(F)(F)F)NC(=O)[N-]C2=C[N+](=NO2)CC2=NC=CC=C2)C=CC1